2-(6-(((1s,4s)-4-hydroxycyclohexyl)amino)hexyl)-2-methylmalonate OC1CCC(CC1)NCCCCCCC(C(=O)[O-])(C(=O)[O-])C